5-allyl-3-(3-fluoro-2-methoxyphenylthiocarbamoyl)-4-hydroxy-2-oxo-5,6-dihydropyridine-1(2H)-carboxylic acid tert-butyl ester C(C)(C)(C)OC(=O)N1C(C(=C(C(C1)CC=C)O)C(NC1=C(C(=CC=C1)F)OC)=S)=O